4-[[4-[3-Cyano-4-(1-pyrrolidinyl)phenyl]-2-pyrimidinyl]amino]-N-(1-methylethyl)benzamide C(#N)C=1C=C(C=CC1N1CCCC1)C1=NC(=NC=C1)NC1=CC=C(C(=O)NC(C)C)C=C1